2-((3-(2-methyl-3-(1,4-benzodioxan-6-yl)anilino)isothiazolo[4,5-b]pyrazin-6-ylmethylene)amino)-2-methyl-3-hydroxypropionic acid CC1=C(NC2=NSC=3C2=NC=C(N3)C=NC(C(=O)O)(CO)C)C=CC=C1C1=CC3=C(OCCO3)C=C1